C(C)(C)(C)OC(=O)N1C(C(CC1)O)C1=NC(=CC=C1)Br (6-bromopyridin-2-yl)-3-hydroxypyrrolidine-1-carboxylic acid tert-butyl ester